N1C=CC=2C1=NC=C(C2)OC=2C=C(C=CC2)NC(=O)NC2=CC(=CC=C2)Cl 1-(3-((1H-pyrrolo[2,3-b]pyridin-5-yl)oxy)phenyl)-3-(3-chlorophenyl)urea